C1(CC1)C([C@@H](C(=O)OCC)NC(=O)C=1N(N=CC1)CCCOC1OCCCC1)C1CC1 ethyl (2S)-3,3-dicyclopropyl-2-[[2-(3-tetrahydropyran-2-yloxypropyl)pyrazole-3-carbonyl]amino]propanoate